methyl (2S,4aR,6R,7R,8S,8aR)-7-acetoxy-8-(4-(4-bromo-2,3-difluorophenyl)-1H-1,2,3-triazol-1-yl)-2-phenylhexahydropyrano-[3,2-d][1,3]dioxine-6-carboxylate C(C)(=O)O[C@@H]1[C@H]([C@H]2O[C@H](OC[C@H]2O[C@H]1C(=O)OC)C1=CC=CC=C1)N1N=NC(=C1)C1=C(C(=C(C=C1)Br)F)F